(2R,3S,4S,5R,6R)-2-(hydroxymethyl)-6-(4-(4-methoxyphenyl)butoxy)tetrahydro-2H-pyran-3,4,5-triol OC[C@H]1O[C@H]([C@@H]([C@H]([C@@H]1O)O)O)OCCCCC1=CC=C(C=C1)OC